COC1C(CC1)CN1N=C(C=2C1=NC(=NC2)NC=2C(=CC=1N(C2)N=CN1)C)C 1-((2-methoxycyclobutyl)methyl)-3-methyl-N-(7-methyl-[1,2,4]triazolo[1,5-a]pyridin-6-yl)-1H-pyrazolo[3,4-d]pyrimidin-6-amine